3-(isobutoxyphenylphosphinyl)-2-methyl-propionic acid isobutyl ester C(C(C)C)OC(C(CP(=O)(C1=CC=CC=C1)OCC(C)C)C)=O